ClC1=CC=C(OC2=CC(=C(C=C2)[C@@H](CN2N=CN=C2)C)C(F)(F)F)C=C1 (2S)-2-[4-(4-chlorophenoxy)-2-(trifluoromethyl)phenyl]-1-(1,2,4-triazol-1-yl)propan